COC(CC[C@@H](C)[C@H]1CC[C@H]2[C@@H]3[C@H](C[C@@H]4C[C@@H](CC[C@]4(C)[C@H]3CC[C@]12C)O)O)=O Methyl-3α,7β-dihydroxy-5β-cholanoate